2-(2-hydroxyphenyl)acetic acid methyl ester COC(CC1=C(C=CC=C1)O)=O